1-(2-aminobenzo[d]oxazol-5-yl)-3-(tetrahydrofuran-2-yl)imidazo[1,5-a]pyrazin-8-amine NC=1OC2=C(N1)C=C(C=C2)C=2N=C(N1C2C(=NC=C1)N)C1OCCC1